6-((4-hydroxy-1-((R)-3-phenylbutyryl)piperidin-4-yl)methyl)-3-(2-(methylamino)-2,3-dihydro-1H-inden-5-yl)isothiazolo[4,3-d]pyrimidin-7(6H)-one OC1(CCN(CC1)C(C[C@@H](C)C1=CC=CC=C1)=O)CN1C=NC=2C(C1=O)=NSC2C=2C=C1CC(CC1=CC2)NC